gallium-antimony-tellurium [Te].[Sb].[Ga]